5-(4-bromophenyl)-6,7-dihydro-5H-pyrano[3,2-d]thiazol-2-amine BrC1=CC=C(C=C1)C1CCC=2N=C(SC2O1)N